(4-chloro-[1,1'-biphenyl]-2-yl)diphenylphosphine ClC1=CC(=C(C=C1)C1=CC=CC=C1)P(C1=CC=CC=C1)C1=CC=CC=C1